NOCCCCCCCCCCCCCCCCCCCCCCCC lignoceryl amino ether